Ethyl 2-(3-cyanophenyl)benzo[d]imidazo[2,1-b]thiazole-7-carboxylate C(#N)C=1C=C(C=CC1)C=1N=C2SC3=C(N2C1)C=CC(=C3)C(=O)OCC